(S)-N-(3-(6-acrylamidopyridin-2-yl)prop-2-yn-1-yl)-N-(5-fluoropyridin-2-yl)-3-(6-methyl-4-(trifluoromethyl)pyridin-2-yl)-2-oxooxazolidine-4-carboxamide C(C=C)(=O)NC1=CC=CC(=N1)C#CCN(C(=O)[C@H]1N(C(OC1)=O)C1=NC(=CC(=C1)C(F)(F)F)C)C1=NC=C(C=C1)F